N1N=NC=C1 (E)-triazole